dimethylphosphinous acid CP(O)C